(S)-2-((trityloxy)methyl)oxirane butyl-4-[{{3-methyl-1-[3-(4H-1,2,4-triazol-3-yl)-1,2,4-oxadiazol-5-yl]-butyl}carbamoyl}amino]-benzoate C(CCC)OC(C1=CC=C(C=C1)NC(NC(CC(C)C)C1=NC(=NO1)C1=NN=CN1)=O)=O.C(C1=CC=CC=C1)(C1=CC=CC=C1)(C1=CC=CC=C1)OC[C@H]1OC1